CN(CCCC(=O)N(C(CCCCC=C)CCCCCCCCCC)CCCCCCCC(=O)OCCC(CCCCC)CCCCC)C 3-Pentyloctyl 8-[4-(dimethylamino)-N-(heptadec-1-en-7-yl)butanamido]octanoate